N1=C(C=CC2=CC=CC=C12)CNCC1=CC=CC=C1 N-[(quinolin-2-yl)methyl]benzylamine